dihydrofuranoic acid O1C(CC=C1)C(=O)O